C(C)C1=CC=C(C=C1)C(CCC(=O)C1=CC=C(C=C1)CC)=O 1,4-bis(4-ethylphenyl)butane-1,4-dione